FC=1C=C(C(=O)N[C@@H]2CN(C[C@@H]2F)C(=O)C2CC(C2)F)C=CC1 3-fluoro-N-[(3R,4S)-4-fluoro-1-(3-fluorocyclobutanecarbonyl)pyrrolidin-3-yl]benzamide